C1(CCC1)CS(=O)(=O)C1=CC=C(O1)C(=O)O 5-(cyclobutylmethylsulfonyl)furan-2-carboxylic acid